ClC1=C(C=CC(=C1)F)C1=CC(OC2=CC(=CC=C12)O[C@@H](C(=O)N1CCCCC1)C)=O (3S)-1-[(2R)-2-[4-(2-Chloro-4-fluoro-phenyl)-2-oxo-chromen-7-yl]oxypropanoyl]piperidin